10-(2-(2-(2-oxa-6-azaspiro[3.3]heptan-6-yl)ethoxy)ethyl)-3,7-dibromo-10H-dipyrido[3,2-b:2',3'-e][1,4]oxazine C1OCC12CN(C2)CCOCCN2C1=C(OC3=C2N=CC(=C3)Br)C=C(C=N1)Br